1-{4-[4-(2,3-dihydro-1,4-benzodioxin-2-yl)benzyl]piperazin-1-yl}ethanone O1C(COC2=C1C=CC=C2)C2=CC=C(CN1CCN(CC1)C(C)=O)C=C2